CC1=C(C=C(C=C1)C)N(C(CCC=C)=O)C N-(2,5-dimethylphenyl)-N-methylpent-4-enamide